ClC=1C(=NC(=NC1)NC=1C=NN(C1)C1CCN(CC1)CC=C)C1=CNC2=CC=CC=C12 1-(4-(4-((5-chloro-4-(1H-indol-3-yl)pyrimidin-2-yl)amino)-1H-pyrazol-1-yl)Piperidin-1-yl)prop-2-en